tert-Butyl (E)-3-[1-(2,7-oxazepan-3-yl)indazol-3-yl]-2-propenoate C1OC(CCCN1)N1N=C(C2=CC=CC=C12)/C=C/C(=O)OC(C)(C)C